2-(4-(6-(((1S,2R,3R,5R)-2-fluoro-9-methyl-9-azabicyclo[3.3.1]nonan-3-yl)oxy)pyridazin-3-yl)-3-hydroxyphenyl)-3-methylpyrimidin-4(3H)-one F[C@@H]1[C@@H]2CCC[C@H](C[C@H]1OC1=CC=C(N=N1)C1=C(C=C(C=C1)C1=NC=CC(N1C)=O)O)N2C